C[C@H]1CCC(NC1)C=1C=CC2=C(OC3(CC3)C=N2)C1 7-((5S)-5-methylpiperidin-2-yl)spiro[benzo[b][1,4]oxazine-2,1'-cyclopropan]